[4-(hydroxyamino)-3-(4-methanesulfonylphenyl)-4-methyl-5-oxo-4,5-dihydro-1H-pyrazol-1-yl]acetic acid methyl ester COC(CN1N=C(C(C1=O)(C)NO)C1=CC=C(C=C1)S(=O)(=O)C)=O